ClC1=NN(C=C1C1=NC=CC(=N1)NC=1N=CC2=C(C=CC(=C2C1)C(C)C)N1[C@@H]([C@H](C1)CS(=O)(=O)C)C)[C@@H]1C[C@@H](N(CC1)C)C N-(2-(3-chloro-1-((2S,4S)-1,2-dimethylpiperidin-4-yl)-1H-pyrazol-4-yl)pyrimidin-4-yl)-5-isopropyl-8-((2R,3S)-2-methyl-3-((methylsulfonyl)methyl)azetidin-1-yl)isoquinolin-3-amine